3-methoxypropan-1-ol COCCCO